N=1CCCN2C=NC3=C(C21)C=C(N=C3)NC3=C(C#N)C(=CC=C3)F 2-((3,4-dihydro-2H-pyrido[4,3-e]pyrimido[1,2-c]pyrimidin-10-yl)amino)-6-fluorobenzonitrile